nonyl-nonyldiphenylamine C(CCCCCCCC)C1=C(C=CC=C1)N(C1=CC=CC=C1)CCCCCCCCC